FC(C(=O)O)(F)F.ClC=1C=C2C=CN(C2=C(C1)C1=C2C(=NC=C1)C=C(S2)CN2C(N(C=CC2=O)CCCl)=O)CC2(CCNCC2)C#N 4-((5-chloro-7-(2-((3-(2-chloroethyl)-2,6-dioxo-3,6-dihydropyrimidin-1(2H)-yl)methyl)thieno[3,2-b]pyridin-7-yl)-1H-indol-1-yl)methyl)piperidine-4-carbonitrile trifluoroacetate